FC1=C(C=C(C(=C1)OC)CC1=NNC(C2=CC=CC=C12)=O)C1=CC2=C(NC(=N2)NC(OCC)=O)C=C1 Ethyl (5-(2-fluoro-4-methoxy-5-((4-oxo-3,4-dihydrophthalazin-1-yl)methyl) phenyl)-1H-benzoimidazol-2-yl)carbamate